N[C@H]1CN(C[C@@H](C1)F)C(=O)C1=CC2=C(N(C(=N2)C=2N(C3=CC(=CC=C3C2)C2=CC=C(C(=O)NCCO)C=C2)CC2CC2)C)C(=C1)OC 4-(2-{5-[(3R,5R)-3-amino-5-fluoropiperidine-1-carbonyl]-7-methoxy-1-methyl-1H-1,3-benzodiazol-2-yl}-1-(cyclopropylmethyl)-1H-indol-6-yl)-N-(2-hydroxyethyl)benzamide